5-(2-chloro-5-fluoropyridin-4-yl)-1-{[2-(trimethylsilyl)ethoxy]Methyl}pyrazole-3-carboxylic acid ClC1=NC=C(C(=C1)C1=CC(=NN1COCC[Si](C)(C)C)C(=O)O)F